[2-(2,4-Dimethylphenylsulfanyl) phenyl] piperazinepalmitate N1(CCNCC1)CCCCCCCCCCCCCCCC(=O)OC1=C(C=CC=C1)SC1=C(C=C(C=C1)C)C